CO[Si](CCCN)(OC)OC gamma-trimethoxysilylpropylamine